tert-butyl 3-[2-[2-[2-[2-[2-[2-[2-[2-[2-[2-[2-[3-(2,5-dioxopyrrolidin-1-yl)oxy-3-oxo-propoxy]ethoxy]ethoxy]ethoxy]ethoxy]ethoxy]ethoxy]ethoxy]ethoxy]ethoxy]ethoxy] ethoxy]propanoate O=C1N(C(CC1)=O)OC(CCOCCOCCOCCOCCOCCOCCOCCOCCOCCOCCOCCOCCC(=O)OC(C)(C)C)=O